(2-(((1R,4R)-4-methoxycyclohexyl)amino)-8-(4-(morpholinylsulfonyl)phenyl)pyrido[4,3-d]pyrimidin-5-yl)benzamide COC1CCC(CC1)NC=1N=CC2=C(N1)C(=CN=C2C2=C(C(=O)N)C=CC=C2)C2=CC=C(C=C2)S(=O)(=O)N2CCOCC2